3-(1-(methyl-d)-1,2,5,6-tetrahydropyridin-3-yl)-4-((6,6,6-trifluorohexyl)oxy)-1,2,5-thiadiazole C(N1CC(=CCC1)C1=NSN=C1OCCCCCC(F)(F)F)[2H]